ClC1=NC=C(C(=N1)NCC1=CC(=CC=C1)OC)Cl 2,5-dichloro-N-(3-methoxybenzyl)pyrimidin-4-amine